6'-methoxy-6-methyl-[2,5'-bipyrimidine]-aldehyde COC1=C(C=NC=N1)C1=NC(=CC(=N1)C=O)C